[6-(4-methyl-piperazin-1-yl)-benzimidazol-1-yl]-phenylamine CN1CCN(CC1)C=1C=CC2=C(N(C=N2)NC2=CC=CC=C2)C1